O.[Mg+2].P(=O)([O-])([O-])OC=1C(=O)O[C@@H](C1O)[C@@H](O)CO L-Ascorbic acid 2-phosphate magnesium salt hydrate